NC(CCN1N=C(N=C1)Br)=O 3-amino-1-(3-bromo-1H-1,2,4-triazol-1-yl)-3-oxopropane